C(#N)C1=C(OC2=CC(=NC=N2)OC2=C(C=CC=C2)/C(/C(=O)OC)=C\OC)C=CC=C1 methyl (E)-2-{2-[6-(2-cyanophenoxy)pyrimidin-4-yloxy]-phenyl}-3-methoxyacrylate